5-methoxy-2,3-dimethyl-2H-benzo[g]indazole COC1=CC2=C(N(N=C2C2=C1C=CC=C2)C)C